O=C1NC(CCC1N1C(C2=CC=C(C=C2C1)NS(=O)(=O)C1=C(C=CC(=C1)C)F)=O)=O N-(2-(2,6-dioxo-piperidin-3-yl)-1-oxoisoindolin-5-yl)-2-fluoro-5-methyl-benzenesulfonamide